C(C(C)C)(=O)[O-].[Zr+4].C(C(C)C)(=O)[O-].C(C(C)C)(=O)[O-].C(C(C)C)(=O)[O-] zirconium (IV) isobutyrate